CC (+)-ethane